C(C)C1=CC=C(\C=C/2\C(NC(S2)=O)=O)C=C1 (Z)-5-(4-ethylbenzylidene)thiazolidine-2,4-dione